N[C@@H]1CC=CC[C@H]1C1=C(C2=NC(=CC(=C2S1)NCC1=C(C=NC=C1)F)Cl)Cl 2-((1r,6r)-6-aminocyclohex-3-en-1-yl)-3,5-dichloro-N-((3-fluoropyridin-4-yl)methyl)thieno[3,2-b]pyridin-7-amine